CN(CCCCCC[Si](O[C@@H](C)CC\C=C/CCCCC)(O[C@@H](C)CC\C=C/CCCCC)O[C@@H](C)CC\C=C/CCCCC)C N,N-dimethyl-6-(tris(((S,Z)-undec-5-en-2-yl)oxy)silyl)hexan-1-amine